C(C)(C)(C)OC(=O)NCCCC[C@H](C(=O)O)NC(=O)OCC1C2=CC=CC=C2C=2C=CC=CC12 (2R)-6-(tert-Butoxycarbonylamino)-2-(9H-fluoren-9-ylmethoxycarbonyl-amino)hexanoic acid